α,α-dimethylbenzyl dithiomalate C(C(O)CC(=S)[O-])(=S)OC(C1=CC=CC=C1)(C)C